5-(chloromethyl)-3-[2-(4-chlorophenyl)ethyl]-2,3-dihydro-1,3,4-oxadiazol-2-one ClCC1=NN(C(O1)=O)CCC1=CC=C(C=C1)Cl